N1=C(N=CC=C1)N1N=CN=C1C(C)NC(=O)NC1=CC=C(C=C1)C(F)(F)F 1-[1-{1-(pyrimidin-2-yl)-1H-1,2,4-triazol-5-yl}ethyl]-3-{4-(trifluoromethyl)phenyl}urea